1-(3-chloro-4-fluorobenzyl)-1H-indol ClC=1C=C(CN2C=CC3=CC=CC=C23)C=CC1F